Cl.BrC=1C=C2C(=CNC2=C(C1)F)N 5-bromo-7-fluoro-1H-indol-3-amine hydrochloride